tert-butyl (4-bromo-5-fluoro-2-methylbenzyl)carbamate BrC1=CC(=C(CNC(OC(C)(C)C)=O)C=C1F)C